Cl.ClC=1C(=C(C=CC1F)NC[C@@H]1CO[C@H](CC1)C(F)(F)F)F (3-chloro-2,4-difluorophenyl)(trans-6-(trifluoromethyl)tetrahydro-2H-pyran-3-yl)methylamine hydrochloride